C(CCC)OP(OCCCC)(O)=O di-(n-butyl)phosphoric acid